ethyl N5-((R)-1-((2-ethoxy-2-oxoethyl)amino)-3-mercapto-1-oxopropan-2-yl)-L-glutaminate C(C)OC(CNC([C@H](CS)NC(CC[C@H](N)C(=O)OCC)=O)=O)=O